Methyl (R)-2-acetamido-3-(4-(hydroxyamino)phenyl)propanoate C(C)(=O)N[C@@H](C(=O)OC)CC1=CC=C(C=C1)NO